2-mercaptoethyl 2-bromo-2-methylpropionate BrC(C(=O)OCCS)(C)C